1-Methyl-1-octylpyrrolidinium C[N+]1(CCCC1)CCCCCCCC